Cl.CN(C1CC2=C(C=CS2)CC1)C N,N-dimethyl-4,5,6,7-tetrahydrobenzothiophen-6-amine hydrochloride